FC1(CN(CC[C@H]1OC([2H])([2H])[2H])C1=NC=CC(=N1)NC=1N=CC2=C(C=CC(=C2C1)C(C)C)N1CC(C1)CS(=O)(=O)C)F N-{2-[(4R)-3,3-difluoro-4-(2H3)methoxy-piperidin-1-yl]pyrimidin-4-yl}-8-[3-(methanesulfonyl-methyl)azetidin-1-yl]-5-(propan-2-yl)isoquinolin-3-amine